(E)-ethyl 4-oxo-2-pentenoate O=C(/C=C/C(=O)OCC)C